tert-Butyl 2-((8-(2-ethoxy-2-oxoethyl)-3,7-dimethyl-2,6-dioxo-2,3,6,7-tetrahydro-1H-purin-1-yl)methyl)-5-methyl-1H-indole-1-carboxylate C(C)OC(CC1=NC=2N(C(N(C(C2N1C)=O)CC=1N(C2=CC=C(C=C2C1)C)C(=O)OC(C)(C)C)=O)C)=O